BrC=1C(=NC(=NC1)NC=1C=NN(C1)C)NC1=C(C=CC(=C1)[N+](=O)[O-])F 5-bromo-N4-(2-fluoro-5-nitrophenyl)-N2-(1-methyl-1H-pyrazol-4-yl)pyrimidine-2,4-diamine